methyl 4-cyano-3-(cyanomethyl)benzoate C(#N)C1=C(C=C(C(=O)OC)C=C1)CC#N